argon [2-(3,5-dichloro-2-pyridyl)-1-methyl-propyl] (2S)-2-[(3-hydroxy-4-methoxy-pyridine-2-carbonyl)amino]propanoate OC=1C(=NC=CC1OC)C(=O)N[C@H](C(=O)OC(C(C)C1=NC=C(C=C1Cl)Cl)C)C.[Ar]